CCCCCCCCCCCCCCCCCC(=O)OCC(COP(=O)([O-])OCC(CO)O)OC(=O)CCCCCCCCCCCCCCCCC.[Na+] 1,2-Distearoyl-sn-glycero-3-phosphorylglycerol sodium salt